ClC=1C=C(C(=O)NC(C)C2=NC=CN=C2C=2OCC(N(N2)CC#C)=O)C=C(C1)C(F)(F)F 3-chloro-N-(1-(3-(5-oxo-4-(prop-2-yn-1-yl)-5,6-dihydro-4H-1,3,4-oxadiazin-2-yl)pyrazin-2-yl)ethyl)-5-(trifluoromethyl)benzamide